(8-methyl-3,8-diazabicyclo[3.2.1]octan-3-yl)(3-(pyrazolo[1,5-a]pyridin-5-yl)-1H-pyrrolo[2,3-b]pyridin-5-yl)methanone CN1C2CN(CC1CC2)C(=O)C=2C=C1C(=NC2)NC=C1C1=CC=2N(C=C1)N=CC2